C1(CCCCCCC1)NCC 2-Cyclooctylaminoethan